N-(7-fluoro-1,3-benzothiazol-2-yl)-3,5-dimethyladamantane-1-carboxamide FC1=CC=CC=2N=C(SC21)NC(=O)C21CC3(CC(CC(C2)C3)(C1)C)C